azotoluidine N(=NNC=1C(=CC=CC1)C)NC=1C(=CC=CC1)C